N,2-dimethylaniline CC1=CC=CC=C1NC